(S)-4-(2-(4-(1-acetylpiperidine-3-carbonyl)piperazine-1-carbonyl)benzofuran-7-yl)isoindolin-1-one C(C)(=O)N1C[C@H](CCC1)C(=O)N1CCN(CC1)C(=O)C=1OC2=C(C1)C=CC=C2C2=C1CNC(C1=CC=C2)=O